3-((2S,5S)-4-hydroxy-5-(hydroxymethyl)tetrahydrofuran-2-yl)pyrimidine-2,4(1H,3H)-dione OC1C[C@H](O[C@H]1CO)N1C(NC=CC1=O)=O